C(C=C)[C@@H]1CC[C@@H](N1C(=O)OC(C)(C)C)C(=O)OC 1-tert-butyl 2-methyl (2R,5S)-5-(prop-2-en-1-yl)pyrrolidine-1,2-dicarboxylate